3-chlorophenoxyacetic acid ClC=1C=C(OCC(=O)O)C=CC1